C(CCCCC(C)C)[Mo](CCCCCC(C)C)=S di-isooctyl-molybdenum sulfide